B(O)(O)C1=CC(=C(C(=O)O)C=C1)OC1CCCCC1 4-BORONO-2-(CYCLOHEXYLOXY)BENZOIC ACID